Azepin-5-one N1=CC=CC(C=C1)=O